FC1=C(C=CC(=C1)OC1=NN(C=C1)CC1=NC=CC(=C1)C)NC=1C2=C(N=CN1)NC=C2C2CCN(CC2)C(C=C)=O 1-(4-(4-((2-fluoro-4-((1-((4-methylpyridin-2-yl)methyl)-1H-pyrazol-3-yl)oxy)phenyl)amino)-7H-pyrrolo[2,3-d]pyrimidin-5-yl)piperidin-1-yl)prop-2-en-1-one